C(C)(C)(C)C1=CN=C(O1)C(=O)NCC1=CC(=C(C=C1)C1=C(C=NC=C1)OCCN(C(C=C)=O)C)F 5-(tert-butyl)-N-(3-fluoro-4-(3-(2-(N-methylacrylamido)ethoxy)pyridin-4-yl)benzyl)oxazole-2-carboxamide